COC([C@@H](NC(CN)=O)[C@@H](C)CC)=O Glycyl-L-isoleucine methyl ester